N1(C=NC=C1)CC1=CC=C(C=C1)C1=CSC(=C1)CC(C)C 3-[4-(1H-imidazol-1-ylmethyl)phenyl]-5-(2-methylpropyl)thiophene